3-(5-((4-methoxybenzyl)amino)-4-oxoquinazolin-3(4H)-yl)piperidine-2,6-dione COC1=CC=C(CNC2=C3C(N(C=NC3=CC=C2)C2C(NC(CC2)=O)=O)=O)C=C1